1-tert-butyl-3-methyl-2-(3,4-dimethoxyphenyl)-7-fluoro-4-oxo-4H-quinolizine-1,3-dicarboxylic acid C(C)(C)(C)C1(C(C(C(N2CC(=CC=C12)F)=O)(C(=O)O)C)C1=CC(=C(C=C1)OC)OC)C(=O)O